methyl (S)-1-(4-fluorophenyl)-2-(((S)-quinuclidin-3-yl)carbamoyl)-1,2,3,4-tetrahydroisoquinoline-7-carboxylate FC1=CC=C(C=C1)[C@@H]1N(CCC2=CC=C(C=C12)C(=O)OC)C(N[C@@H]1CN2CCC1CC2)=O